2-(4-((4-(1H-indol-5-yl)-1H-1,2,3-triazol-1-yl)methyl)phenyl)-5-(difluoromethyl)-1,3,4-oxadiazole N1C=CC2=CC(=CC=C12)C=1N=NN(C1)CC1=CC=C(C=C1)C=1OC(=NN1)C(F)F